C(CCCCC)C(C(=O)OCC(COC(C(CCCCCC)CCCCCC)=O)(COC(CCCCCCC)=O)COC(CCCN(C)C)=O)CCCCCC 2-(((4-(Dimethylamino) butanoyl)oxy) methyl)-2-((octanoyloxy) methyl)propane-1,3-diyl bis(2-hexyloctanoate)